C(C)(C)(C)OC(NCCCN1CCN(CC1)C1=NC=C(C=C1)[N+](=O)[O-])=O (3-(4-(5-nitropyridin-2-yl)piperazin-1-yl)propyl)carbamic acid tert-butyl ester